3-methoxy-N-methyl-4-nitrobenzamide COC=1C=C(C(=O)NC)C=CC1[N+](=O)[O-]